C(C)(C)(C)C1=NC=NC(=N1)C(C)(C)C 4,6-di-tert-butyl-1,3,5-triazin